ClC=1C=C(C=CC1OC1=CC(=CC=C1)C(F)(F)F)N1C(N(C2=C1C=NC=C2)C2CNCC2)=O 3-(3-chloro-4-(3-(trifluoromethyl)phenoxy)phenyl)-1-(pyrrolidin-3-yl)-1H-imidazo[4,5-c]pyridin-2(3H)-one